pyrrolidinyltrifluoromethanesulfonamide N1(CCCC1)NS(=O)(=O)C(F)(F)F